4-(7-(2,4-difluorophenoxy)-3-(methylsulfonyl)imidazo[1,2-a]pyridin-6-yl)-6-methyl-1,6-dihydro-7H-pyrrolo[2,3-c]pyridin-7-one FC1=C(OC2=CC=3N(C=C2C=2C4=C(C(N(C2)C)=O)NC=C4)C(=CN3)S(=O)(=O)C)C=CC(=C1)F